N,N-dipropylethanolamine C(CC)N(CCO)CCC